CN1N=CC=2CN(CCCC21)C=O (4,6,7,8-tetrahydro-1-methylpyrazolo[4,3-c]azepin-5(1H)-yl)methanone